O1C(=CC2=C1C=CC=C2)C(N2CCN(CC2)CC2=CC=CC=C2)C2=NN=NN2C(C)(C)C 1-(benzofuran-2-yl(1-(tert-butyl)-1H-tetrazol-5-yl)methyl)-4-benzylpiperazine